CC1(OB(OC1(C)C)C1=CC=C(C=C1)C1(CC1)C#N)C 1-[4-(4,4,5,5-tetramethyl-1,3,2-dioxaborolan-2-yl)phenyl]cyclopropane-1-carbonitrile